2-(4,4-difluorocyclohex-1-en-1-yl)-4,4,5,5-tetramethyl-1,3,2-dioxa-borolane FC1(CC=C(CC1)B1OC(C(O1)(C)C)(C)C)F